2-((cyclopropylmethoxy)methyl)-5-methylaniline C1(CC1)COCC1=C(N)C=C(C=C1)C